S1[As](SCC1)C1=CC=C(C=C1)C(C(=O)N)Br (4-(1,3,2-dithiarsolan-2-yl)phenyl)-2-bromoacetamide